ClC=1C(=C(CC2COCC(N2)=O)C=C(C1)[N+](=O)[O-])C 5-(3-chloro-2-methyl-5-nitrobenzyl)morpholin-3-one